C(C)C1(CC(CN1C(=O)OC(C)(C)C)(C(=O)OC)F)CC 1-tert-butyl 3-methyl 5,5-diethyl-3-fluoropyrrolidine-1,3-dicarboxylate